C(C)(C)(C)NC(NC=1C=C2N=CC(N(C2=CC1Cl)[C@@H](C)C1=C(C=CC(=C1)Cl)Cl)=O)=O 3-tert-butyl-1-{7-chloro-1-[(1S)-1-(2,5-dichlorophenyl)ethyl]-2-oxoquinoxalin-6-yl}urea